C(#N)C1=C(SC2=C1CN(CC2)CC2CCCCC2)NC(CC=2C=C1CNCC1=CC2)=O N-(3-Cyano-5-(cyclohexylmethyl)-4,5,6,7-tetrahydrothieno[3,2-c]pyridin-2-yl)-2-(isoindolin-5-yl)acetamid